C[C@H]1O[C@H](CN(C1)C1=NC(=CC(=N1)C=1N=NN(C1)C1=C(C=C(C=C1)NS(=O)(=O)CCO)N1CCC2(CC2)CC1)C)C N-(4-(4-(2-((2R,6S)-2,6-dimethylmorpholino)-6-methylpyrimidin-4-yl)-1H-1,2,3-triazol-1-yl)-3-(6-azaspiro[2.5]octan-6-yl)phenyl)-2-hydroxyethane-1-sulfonamide